2,4,6-trimethyl-benzoyl-phenyl phosphinate [PH2](OC1=C(C=CC=C1)C(C1=C(C=C(C=C1C)C)C)=O)=O